1-(cyclopropylmethyl)-5-(4,4,5,5-tetramethyl-1,3,2-dioxaborolan-2-yl)-1H-pyrazole C1(CC1)CN1N=CC=C1B1OC(C(O1)(C)C)(C)C